2-(3-fluorophenyl)-N-[(2S)-3-hydroxy-3-methylbut-2-yl]-3-oxo-6-[4-(trifluoromethyl)phenyl]-2,3-dihydropyridazine-4-carboxamide FC=1C=C(C=CC1)N1N=C(C=C(C1=O)C(=O)N[C@@H](C)C(C)(C)O)C1=CC=C(C=C1)C(F)(F)F